1-Bromo-3-[(2S)-pyrrolidin-2-yl]imidazo[1,5-a]pyrazin-8-amine BrC=1N=C(N2C1C(=NC=C2)N)[C@H]2NCCC2